CNC(=O)NCCCCCC N-methyl-N'-hexyl-urea